CC1=NNC2=CC(=CC=C12)C=1C=CC2=C(N=C(O2)[C@H]2N(CCC2)C#N)C1 (S)-2-(5-(3-Methyl-1H-indazol-6-yl)-benzo[d]oxazol-2-yl)pyrrolidine-1-carbonitrile